2-(2-chloro-4-fluoro-phenyl)sulfonyl-2,6-diazaspiro[3.3]heptane ClC1=C(C=CC(=C1)F)S(=O)(=O)N1CC2(C1)CNC2